B1(OC(C(O1)(C)C)(C)C)C2=CC=C(C=C2)CN3CCOCC3 4-(4-morpholinomethyl)phenylboronic acid pinacol ester